S1C=NC2=C1C=CC(=C2)CNC(=O)[C@H]2NCCN(C2)C=2C1=C(N=CN2)NC(=C1)C1=CC(=C(C=C1)C)F (S)-N-(benzo[d]thiazol-5-ylmethyl)-4-(6-(3-fluoro-4-methylphenyl)-7H-pyrrolo[2,3-d]pyrimidin-4-yl)piperazine-2-carboxamide